(2S,4S)-4-azidopyrrolidine-1,2-dicarboxylic acid 1-(tert-butyl) ester 2-methyl ester COC(=O)[C@H]1N(C[C@H](C1)N=[N+]=[N-])C(=O)OC(C)(C)C